octyl-oxypentafluorobenzene C(CCCCCCC)OC1=C(C(=C(C(=C1F)F)F)F)F